[(1R,2S,4R)-4-{[5-({5-chloro-4-[(S)-(3-chloro-2-fluorophenyl)(hydroxy)methyl]-2-thienyl} carbonyl)pyrimidin-4-yl]amino}-2-hydroxycyclopentyl]methyl sulfamate S(N)(OC[C@@H]1[C@H](C[C@@H](C1)NC1=NC=NC=C1C(=O)C=1SC(=C(C1)[C@@H](O)C1=C(C(=CC=C1)Cl)F)Cl)O)(=O)=O